FC=1C=C(C=CC1)NC(=O)C=1C(N(C2=CC=CC=C2C1)C)=O N-(3-Fluorophenyl)-1-methyl-2-oxo-quinoline-3-carboxamide